ClC1=CC=C(C=C1)[C@@]1(N(C(C2=CC(=CC(=C12)F)C(=O)C=1C=NN(C1)CC)=O)CC1=NC=C(C=C1)Cl)OCC1(CC1)C(=O)N 1-({[(1R)-1-(4-chlorophenyl)-2-[(5-chloropyridin-2-yl)methyl]-5-(1-ethyl-1H-pyrazole-4-carbonyl)-7-fluoro-3-oxo-2,3-dihydro-1H-isoindol-1-yl]oxy}methyl)cyclopropane-1-carboxamide